FC(C(=O)O)(F)F.N1=CC=C(C=C1)C=CC1=CNC2=CC(=CC=C12)\C=C/1\C(NC2=CC=CC=C12)=O (3E)-3-((3-(2-(pyridin-4-yl)vinyl)-1H-indol-6-yl)methylene)indolin-2-one trifluoroacetate